[Na+].S(=O)(=O)([O-])CCCSC(OCC)=S O-ethyldithiocarbonic acid-S-(3-sulfopropyl) ester sodium salt